The molecule is an unsaturated fatty acyl-CoA that results from the formal condensation of the thiol group of coenzyme A with the carboxy group of (18Z,21Z,24Z,27Z,30Z,33Z)-3-oxohexatriacontahexaenoic acid. It is a 3-oxo-fatty acyl-CoA, an unsaturated fatty acyl-CoA and an ultra-long-chain fatty acyl-CoA. It is a conjugate acid of a (18Z,21Z,24Z,27Z,30Z,33Z)-3-oxohexatriacontahexaenoyl-CoA(4-). CC/C=C\\C/C=C\\C/C=C\\C/C=C\\C/C=C\\C/C=C\\CCCCCCCCCCCCCCC(=O)CC(=O)SCCNC(=O)CCNC(=O)[C@@H](C(C)(C)COP(=O)(O)OP(=O)(O)OC[C@@H]1[C@H]([C@H]([C@@H](O1)N2C=NC3=C(N=CN=C32)N)O)OP(=O)(O)O)O